3-[tert-butyl(diphenyl)silyl]oxy-propanoic acid [Si](C1=CC=CC=C1)(C1=CC=CC=C1)(C(C)(C)C)OCCC(=O)O